[C@@H]12CNC[C@H]2C1C#CC1=CC(=NC(=C1)C)C(=O)OC methyl 4-(((1R,5S,6s)-3-azabicyclo[3.1.0]hexan-6-yl) ethynyl)-6-methylpicolinate